B(OC1=CC(=CC=C1)C=1C2=CC=CC=C2C(=C2C=CC=CC12)C1=CC=CC2=CC=CC=C12)([O-])[O-] (3-(10-(1-naphthyl) anthracene-9-yl) phenyl) borate